O=C1NC(CCC1N1C(C2=CC=CC(=C2C1)NCCCCCCS(=O)(=O)O)=O)=O 6-((2-(2,6-dioxopiperidin-3-yl)-1-oxoisoindolin-4-yl)amino)hexane-1-sulfonic acid